(S,Z)-6-(2-(3-(2-Amino-4-methyl-5,6-dihydro-4H-1,3-thiazin-4-yl)-4-fluorophenyl)-1-fluorovinyl)-nicotinonitril NC=1SCC[C@@](N1)(C)C=1C=C(C=CC1F)\C=C(/F)\C1=NC=C(C#N)C=C1